FC(C1=C2C=C(NC2=CC(=C1)F)C(=O)N(C)C1C=2C3=C(C(NC2CNC1)=O)C=C(C=C3)F)F 4-(difluoromethyl)-6-fluoro-N-(8-fluoro-6-oxo-1,2,3,4,5,6-hexahydrobenzo[c][1,7]naphthyridin-1-yl)-N-methyl-1H-indole-2-carboxamide